4-(chloromethyl)-1H-pyrrolo[2,3-b]pyridine HCl salt Cl.ClCC1=C2C(=NC=C1)NC=C2